FC=1C(=C(C=CC1)NC(\C=C\C1=CC=C2C3(C(NC2=C1)=O)CC3)=O)C (E)-N-(3-fluoro-2-methylphenyl)-3-(2'-oxospiro[cyclopropane-1,3'-indolin]-6'-yl)acrylamide